NC1=CC(=NC=C1)C(C)NC(=O)C1=CC2=CC=CC(=C2C=C1)OC1=CC=C(C=C1)C(F)(F)F N-(1-(4-aminopyridin-2-yl)ethyl)-5-(4-(trifluoromethyl)phenoxy)-2-naphthamide